propyl-9-ethyl-carbazole C(CC)C1=CC=CC=2C3=CC=CC=C3N(C12)CC